C(#N)C=1C=C(C=CC1)C=1N=C(SC1C1=CC(=NC(=C1)C)C)NC(=O)N1CCC2(C(N(C(N2)=O)C)=O)CC1 N-[4-(3-Cyanophenyl)-5-(2,6-dimethyl-4-pyridyl)thiazol-2-yl]-3-methyl-2,4-dioxo-1,3,8-triazaspiro[4.5]decane-8-carboxamide